BrC1=NN(C=C1CC=1N=C2N(C=C(C=C2)NS(=O)(=O)C)C1)C N-(2-((3-bromo-1-methyl-1H-pyrazol-4-yl)methyl)imidazo[1,2-a]pyridin-6-yl)methanesulfonamide